ClC=1C=C2C(C(NC2=CC1)=O)=NN=C1SCC(N1C1=CC=C(C=C1)Br)=O 5-chloro-3-(2-(3-(4-bromophenyl)-4-oxothiazolidin-2-ylidene)hydrazono)-1H-indol-2-one